COC(=O)C=1C=CC=C2CCN(CC12)C1=NC(=C(C=C1)C=1C=NN(C1C)CC1CCCCC1)C(=O)OC(C)(C)C Methyl-2-(6-(tert-butoxycarbonyl)-5-(1-(cyclohexylmethyl)-5-methyl-1H-pyrazol-4-yl)pyridin-2-yl)-1,2,3,4-tetrahydroisoquinoline-8-carboxylate